C(C)(C)C=1C(=NN(C1C=1C=C(C=2N(C1)N=CN2)OC)COCC[Si](C)(C)C)C2=CC=C(C=C2)C(C)(C)NC(OC(C)(C)C)=O tert-butyl (2-(4-(4-isopropyl-5-(8-methoxy-[1,2,4]triazolo[1,5-a]pyridin-6-yl)-1-((2-(trimethylsilyl)ethoxy)methyl)-1H-pyrazol-3-yl)phenyl)propan-2-yl)carbamate